(2R)-2-amino-N-(1-(3,5-difluorophenyl)-3-(4-fluorophenyl)-2-methylpropan-2-yl)propanamide N[C@@H](C(=O)NC(CC1=CC(=CC(=C1)F)F)(CC1=CC=C(C=C1)F)C)C